(3-methoxyphenyl)-8,9-dihydroimidazo[1',2':1,6]pyrido[2,3-d]pyrimidin-2-amine COC=1C=C(C=CC1)C=1C2=C(N=C(N1)N)N1C(C=C2)=NCC1